ClC1=C(NC2CCC(CC2)(CC#N)N2N=C(C(=C2)C(=O)N)NC(=O)C2CC2)C=CC=C1 1-[4-(2-chloroanilino)-1-(cyanomethyl)cyclohexyl]-3-(cyclopropanecarbonylamino)pyrazole-4-carboxamide